FC1=CC2=C(C=3NC4=C(C=C(C=C4C3[C@@H](C2)CC(=O)O)F)F)C=C1 [(6S)-3,8,10-trifluoro-5H,6H,11H-benzo[a]carbazole-6-yl]acetic acid